O1CC=NC(C=C1)=S [1,4]Oxazepine-5(2H)-thione